N-(2-(diphenylphosphino)ethyl)-2-chloro-5,6,7,8-tetrahydroquinolin-8-amine zinc chloride [Cl-].[Zn+2].C1(=CC=CC=C1)P(CCNC1CCCC=2C=CC(=NC12)Cl)C1=CC=CC=C1.[Cl-]